NC1=NC=NN2C1=C(C(=N2)C2=CC=C(C=C2)NC(C(=C)F)=O)C2=CC(=C(C(=O)NC1=CC=CC=C1)C=C2)OC 4-(4-amino-6-(4-(2-fluoroacrylamido)phenyl)pyrazolo[5,1-f][1,2,4]triazin-5-yl)-2-methoxy-N-phenylbenzamide